ethyl (R)-5-(2,4-difluorophenyl)-2-(fluoromethyl)-3,4-dihydro-2H-pyrano[2,3-b]pyridine-7-carboxylate FC1=C(C=CC(=C1)F)C1=C2C(=NC(=C1)C(=O)OCC)O[C@H](CC2)CF